heneicosene CCCCCCCCCCCCCCCCCCCC=C